O1N=C(C2=C1C=CC=C2)C=2C(=NC=CC2)[C@H](CC2=NC(=CC=C2C)C#N)N[S@@](=O)C(C)(C)C (S)-N-{(S)-1-[3-(benzo[d]isoxazol-3-yl)pyridine-2-yl]-2-(6-cyano-3-methylpyridin-2-yl)ethyl}-2-methylpropane-2-sulfinamide